naphthalene-1,2-dicarboxylic anhydride C=12C(=CC=C3C=CC=CC13)C(=O)OC2=O